NC1=C(C(=NN1C(C(F)(F)F)(C)C)C1=CC=C(C=C1)C(C(=O)OC)C)C#N methyl 2-[4-[5-amino-4-cyano-1-(1,1,1-trifluoro-2-methylpropan-2-yl)pyrazol-3-yl]phenyl]propanoate